C1=CC2=CC(=N)N=C2C=C1 iminoindole